ditin iridium tetroxide [Ir](=O)(=O)(=O)=O.[Sn].[Sn]